C(C)(C)(C)OC(=O)N1CCC(CC1)C(=O)N1CCN(CC1)C(C1=C(C=C(C=C1)NC(=O)C=1N(C(=CN1)C1=C(C(=C(C=C1)OC)F)F)C)Cl)=O 4-[4-[2-chloro-4-[[5-(2,3-difluoro-4-methoxy-phenyl)-1-methyl-imidazole-2-carbonyl]amino]benzoyl]piperazine-1-carbonyl]piperidine-1-carboxylic acid tert-butyl ester